C(C)C(CO)CCCCO 2-ethyl-1,6-hexandiol